OC=1C=C(CN2C(SCC2=O)=O)C=CC1 3-(3-hydroxybenzyl)thiazolidine-2,4-dione